2-((1-chloro-4-(o-tolyl)isoquinolin-7-yl)oxy)-3-methoxypropanoic acid ClC1=NC=C(C2=CC=C(C=C12)OC(C(=O)O)COC)C1=C(C=CC=C1)C